COC(=O)C1CCC2(CCC3=CC=C(C=C23)OCC(C)N2CCN(CC2)C)CC1 6'-[2-(4-methylpiperazin-1-yl)propoxy]-2',3'-dihydrospiro[cyclohexane-1,1'-indene]-4-carboxylic acid methyl ester